1-{1,4-Dioxospiro[4.5]dec-8-yl}-3-(3-methanesulfonylpropoxy)-1H-pyrazole-4-carboxylic acid O=C1CCC(C12CCC(CC2)N2N=C(C(=C2)C(=O)O)OCCCS(=O)(=O)C)=O